(2-(2-Bromo-4,5-dichloro-1H-imidazol-1-yl)ethyl)carbamic acid tert-butyl ester C(C)(C)(C)OC(NCCN1C(=NC(=C1Cl)Cl)Br)=O